[Si](C)(C)(C(C)(C)C)OC[C@@](C)(O)C=1SC(=C(N1)CO[Si](C)(C)C(C)(C)C)S(=O)(=O)N (R)-2-(1-((tert-butyldimethylsilyl)oxy)-2-hydroxypropan-2-yl)-4-(((tert-butyldimethylsilyl)oxy)methyl)thiazole-5-sulfonamide